SC=1SC2=C(N1)C=C(C=C2)OC 2-mercapto-5-Methoxybenzothiazole